1-(2-fluoro-4-(5-(2-(pyridin-2-yl)acetamido)-1,3,4-thiadiazol-2-yl)butyl)-N-((5-(trifluoromethyl)pyridin-3-yl)methyl)-1H-1,2,3-triazole-4-carboxamide FC(CN1N=NC(=C1)C(=O)NCC=1C=NC=C(C1)C(F)(F)F)CCC=1SC(=NN1)NC(CC1=NC=CC=C1)=O